3-(6-(m-tolylsulfonyl)-4,5,6,7-tetrahydrothieno[2,3-c]pyridin-2-yl)-5-(trifluoromethyl)-1,2,4-oxadiazole C1(=CC(=CC=C1)S(=O)(=O)N1CC2=C(CC1)C=C(S2)C2=NOC(=N2)C(F)(F)F)C